tert-butyl (2R,3S)-3-((tert-butyldiphenylsilyl)oxy)-2-cyclopropylpyrrolidine-1-carboxylate [Si](C1=CC=CC=C1)(C1=CC=CC=C1)(C(C)(C)C)O[C@@H]1[C@H](N(CC1)C(=O)OC(C)(C)C)C1CC1